ClC=1C=C(CC=2C=CC(=NC2)C(=O)NC2=NN(C(C=C2)=O)C)C=CC1 5-(3-chlorobenzyl)-N-(1-methyl-6-oxo-1,6-dihydropyridazin-3-yl)pyridinamide